4-[[(1S)-2-hydroxy-1-methyl-ethyl]amino]-1-methyl-6-nitro-quinolin-2-one OC[C@H](C)NC1=CC(N(C2=CC=C(C=C12)[N+](=O)[O-])C)=O